C(C)(=O)OCCCCCCCCCC\C=C/CCC (Z)-pentadeca-11-en-1-yl acetate